Kalium adipat C(CCCCC(=O)[O-])(=O)[O-].[K+].[K+]